4,4-difluoro-2,2-dimethyl-butanoic acid FC(CC(C(=O)O)(C)C)F